OC1=C(C=C(C=C1)NC(C1=CC=C(C=C1)SCCC1=C(C=CC=C1)OC(F)(F)F)=O)S(=O)(=O)C N-(4-hydroxy-3-(methylsulfonyl)phenyl)-4-((2-(trifluoromethoxy)phenethyl)thio)benzamide